tert-butyl 4-[5-(4,6-dimethylpyrazolo[1,5-a]pyrazin-2-yl)pyrazolo[4,3-b]pyridin-2-yl]piperidine-1-carboxylate CC=1C=2N(C=C(N1)C)N=C(C2)C=2C=CC=1C(N2)=CN(N1)C1CCN(CC1)C(=O)OC(C)(C)C